5-Trifluoromethylthiopentyl-[4-chloro-2-fluoro-5-(2,2,2-trifluoroethylthio) phenyl] ether FC(SCCCCCOC1=C(C=C(C(=C1)SCC(F)(F)F)Cl)F)(F)F